5,5,6,6,7,7,8,8,8-nonafluorooctane FC(CCCC)(C(C(C(F)(F)F)(F)F)(F)F)F